2-methylpyridinium fluoride [F-].CC1=[NH+]C=CC=C1